N[C@H](C#N)C[C@H]1C(NCC1)=O (S)-2-amino-3-((S)-2-oxopyrrolin-3-yl)propionitrile